C(C(C)C)(=O)NC=1C=C(C(=O)NC(C)C2=CC(=CC=C2)C=2SC=CN2)C=CC1 3-isobutyrylamino-N-(1-(3-(thiazol-2-yl)phenyl)ethyl)benzamide